dihydroanthraceneamide C1(CC=CC2=CC3=CC=CC=C3C=C12)C(=O)N